3-chloropropyldimethyl(trimethylsiloxy)silane ClCCC[Si](O[Si](C)(C)C)(C)C